C(C)(=O)N1C[C@@H](OCC1)CC1=C(N=C2N1C=CC(=C2)C)C2=C(C=C(C=C2F)NC(C)=O)F (S)-N-(4-(3-((4-acetylmorpholin-2-yl)methyl)-7-methylimidazo[1,2-a]pyridin-2-yl)-3,5-difluorophenyl)acetamide